2-(2,6-dioxopiperidin-3-yl)-4-fluoro-1-oxo-N-((R)-2,2,2-trifluoro-1-(2-(trifluoromethyl)phenyl)ethyl)isoindoline-5-carboxamide O=C1NC(CCC1N1C(C2=CC=C(C(=C2C1)F)C(=O)N[C@@H](C(F)(F)F)C1=C(C=CC=C1)C(F)(F)F)=O)=O